C1(CC1)S(=O)(=O)NC1=CC(=NC=C1)CNC(=O)C=1SC(=CN1)C=1N=C2C(=NC1)NC=C2CC(F)F N-[(4-cyclopropanesulfonamidopyridin-2-yl)methyl]-5-[7-(2,2-difluoroethyl)-5H-pyrrolo[2,3-b]pyrazin-2-yl]-1,3-thiazole-2-carboxamide